FCC1([C@H]([C@H](C1)O)[C@H]1N2C(C3=CC=CC=C13)=CN=C2)CF (1S,2S)-3,3-bis(fluoromethyl)-2-((R)-5H-imidazo[5,1-a]isoindol-5-yl)cyclobutane-1-ol